C1(CC1)S(=O)(=O)C1=C(C(=C(C=C1CCCCC)O)C1C(CCC(=C1)C)C(=C)C)O 3-(cyclopropylsulfonyl)-5'-methyl-4-pentyl-2'-(prop-1-en-2-yl)-1',2',3',4'-tetrahydro-[1,1'-biphenyl]-2,6-diol